COC1=NC=CC(=C1)C1=CC=C(C=C1)N1N=CC2=C(C=CC(=C12)C(=O)O)C#CC 1-(4-(2-Methoxypyridin-4-yl)phenyl)-4-(propane-1-yn-1-yl)-1H-indazole-7-carboxylic acid